(R and S)-3-ethyl-1-(5-(2-hydroxy-4-(trifluoromethyl)phenyl)pyrido[2,3-d]pyridazin-8-yl)pyrrolidin-3-ol C(C)[C@@]1(CN(CC1)C=1N=NC(=C2C1N=CC=C2)C2=C(C=C(C=C2)C(F)(F)F)O)O |r|